C(C1=C(C(=CC(=C1)CC)C(C)(C)C)O)C1=C(C(=CC(=C1)CC)C(C)(C)C)O methylenebis(4-ethyl-6-tertiary butyl-phenol)